8-(4-((2-(3-((2-methoxy-4-(methylcarbamoyl)phenyl)amino)prop-1-yn-1-yl)-1-(2,2,2-trifluoroethyl)-1H-indol-4-yl)amino)piperidin-1-yl)-8-oxooctanoic acid COC1=C(C=CC(=C1)C(NC)=O)NCC#CC=1N(C2=CC=CC(=C2C1)NC1CCN(CC1)C(CCCCCCC(=O)O)=O)CC(F)(F)F